1-ethyloctyl methanesulfonate CS(=O)(=O)OC(CCCCCCC)CC